C(C)(C)(C)OC(=O)OC=1C=C(C=CC1)S(=O)(=O)N1CCC(CC1)NC(OC(C)(C)C)=O tert-butyl (1-((3-((tert-butoxycarbonyl)oxy)phenyl)sulfonyl)piperidin-4-yl)carbamate